2-(benzylthio)pyridin-4-amine C(C1=CC=CC=C1)SC1=NC=CC(=C1)N